C(CCCCCCC\C=C/CCCCCCCC)(=O)O.C(CCCCCCC\C=C/CCCCCCCC)(=O)O.OCC(O)CO.OCC(O)CO.OCC(O)CO triglycerin dioleate